C(CCC)C1=CC=C(C=C1)C1=CC=C(C=C1)C#CC1=CC(=C(C(=C1)F)C#CN)F [4-(2-{4'-butyl-[1,1'-biphenyl]-4-yl}ethynyl)-2,6-difluorophenyl]ethynylamine